OC1=C(OC2=CC=CC=C2C1=O)C1=CC(=CC=C1)OC 3-hydroxy-2-(3-methoxyphenyl)-4H-chromen-4-one